FC1=C(C(=C(C=C1OC)OC)F)N1CC2=CN=C(C=C2C2(C1=O)CC2)\C=N\O (E)-2'-(2,6-difluoro-3,5-dimethoxyphenyl)-3'-oxo-2',3'-dihydro-1'H-spiro-[cyclopropane-1,4'-[2,7]naphthyridine]-6'-formaldoxime